4-(10-chloro-8-fluoro-1,2,3,4,12,12a-hexahydro-6H-benzo[f]pyrazino[2,1-c][1,4]oxazepin-9-yl)-7-fluorobenzo[d]thiazol-2-amine ClC1=C(C(=CC=2CN3C(COC21)CNCC3)F)C3=CC=C(C2=C3N=C(S2)N)F